FC1=CC(=CC2=C1N=C1N2[C@@H](CC1)CO)C1=NC(=NC=C1F)NC1=NC=C(C=C1)CN1CCNCC1 (S)-(5-fluoro-7-(5-fluoro-2-((5-(piperazin-1-ylmethyl)pyridin-2-yl)amino)-pyrimidin-4-yl)-2,3-di-hydro-1H-benzo[d]pyrrolo[1,2-a]imidazol-1-yl)methanol